(1R,2S)-2-[1-(tert-Butoxycarbonyl)-3-[(5-methanesulfonyl-3-methoxypyridin-2-yl)amino]indazol-6-yl]-5'-methoxy-2'-oxospiro[cyclopropane-1,3'-indole]-1'-carboxylic acid tert-butyl ester C(C)(C)(C)OC(=O)N1C([C@@]2(C3=CC(=CC=C13)OC)[C@@H](C2)C2=CC=C1C(=NN(C1=C2)C(=O)OC(C)(C)C)NC2=NC=C(C=C2OC)S(=O)(=O)C)=O